NC1=C(C(=NC=N1)OC1=C(C=C(C=C1)C1=C(C(N(C(=C1)C)C1=CC=C(C=C1)F)=O)C(=O)N)F)Cl (4-((6-amino-5-chloropyrimidin-4-yl)oxy)-3-fluorophenyl)-1-(4-fluorophenyl)-6-methyl-2-keto-1,2-dihydropyridine-3-carboxamide